CN(C(=O)C=1NC2=CC(=CC=C2C1)C1=NC=CC(=N1)NC=1C=C2C(=NNC2=CC1)C)C N,N-dimethyl-6-(4-((3-methyl-1H-indazol-5-yl)amino)-pyrimidin-2-yl)-1H-indole-2-carboxamide